5-chloro-11-cyclobutyl-4-fluoro-2-(methylthio)-8,9,10,11-tetrahydro-7-oxa-1,3,6,11-tetraazacycloocta[de]naphthalene ClC1=C(C=2N=C(N=C3C2C(=N1)OCCCN3C3CCC3)SC)F